CN1C=C(C2=CC=C(C=C12)C)C1=NC(=NC=C1)Cl 1,6-dimethyl-3-(2-chloro-4-pyrimidyl)indole